ClC=1C(=C(C(=NC1C)C(=O)OC)C#N)C methyl 5-chloro-3-cyano-4,6-dimethylpicolinate